[6-fluoro-5-(4-fluoro-3-iodo-phenoxy)-1-(p-tolylsulfonyl)indol-4-yl]methanol FC1=C(C(=C2C=CN(C2=C1)S(=O)(=O)C1=CC=C(C=C1)C)CO)OC1=CC(=C(C=C1)F)I